3-(5-(3-Chloro-6-methoxypyrazolo[1,5-a]pyridin-4-yl)pyrazin-2-yl)-6-((6-methoxypyridin-3-yl)methyl)-3,6-diazabicyclo[3.1.1]heptane ClC=1C=NN2C1C(=CC(=C2)OC)C=2N=CC(=NC2)N2CC1N(C(C2)C1)CC=1C=NC(=CC1)OC